N1(CCSCC1)CCC=O 3-(THIOMORPHOLIN-4-YL)PROPANAL